C1C=CC2C1C3CC2C=C3 diCyclopentadiene